9-chloro-5,6-dihydroimidazo[1,2-c]quinazoline ClC1=CC=2C=3N(CNC2C=C1)C=CN3